3-cyclopropyl-4-nitro-1H-pyrazole C1(CC1)C1=NNC=C1[N+](=O)[O-]